2-(3-methylphenyl)quinazolin-4(3H)-one CC=1C=C(C=CC1)C1=NC2=CC=CC=C2C(N1)=O